2-(2-iodophenyl)acetonitrile IC1=C(C=CC=C1)CC#N